[Cl-].C(C(=C)C)(=O)OCC[N+](C)(C)CCCCCCCCCCCCCCCCCC methacryloyloxyethyl-octadecyl-dimethyl-ammonium chloride